ClC1=C2C(=CNC2=C(C=C1)OC)CCO 2-(4-chloro-7-methoxy-1H-indol-3-yl)ethan-1-ol